4-(3-(4-bromophenyl)-3-phenyl-3H-benzo[f]chromen-8-yl)-N,N-bis(4-hexylphenyl)aniline BrC1=CC=C(C=C1)C1(OC=2C=CC3=C(C2C=C1)C=CC(=C3)C3=CC=C(N(C1=CC=C(C=C1)CCCCCC)C1=CC=C(C=C1)CCCCCC)C=C3)C3=CC=CC=C3